SC=1SC(=NN1)S.[Zn] zinc 2,5-dimercapto-1,3,4-thiadiazole salt